2-fluoro-1-phenylethan-1-ol FCC(O)C1=CC=CC=C1